4-(tert-butoxycarbonylamino)tetrahydrothiopyran-4-carboxylic acid C(C)(C)(C)OC(=O)NC1(CCSCC1)C(=O)O